5-methyl-hexa-1,4-diene-3-one CC(=CC(C=C)=O)C